ClC1=CC=C(C=C1)N1C(N(C(C1)C#N)C1=CN=CC2=CC=CC=C12)=O 1-(4-chlorophenyl)-3-(isoquinolin-4-yl)-2-oxo-imidazoline-4-carbonitrile